(3-(4-(6-fluorobenzo[d]isoxazol-3-yl)piperidin-1-yl)propoxy)-5,6-dihydro-1H-pyrrolo[3,2,1-ij]quinolin-4(2H)-one hydrobromide Br.FC1=CC2=C(C(=NO2)C2CCN(CC2)CCCOC2CN3C(CCC4=CC=CC2=C34)=O)C=C1